C1=CC(=CC(=C1)I)Cl M-chloroiodobenzene